3-amino-2-methylpropyl-(dodecyloxymethylsilane) NCC(C[SiH2]COCCCCCCCCCCCC)C